1-isocyanatomethyl-dimethylmonomethoxysilane N(=C=O)C[Si](OC)(C)C